1-(((2,4-difluorobenzyl)oxy)methyl)-4-methyl-2-nitrobenzene FC1=C(COCC2=C(C=C(C=C2)C)[N+](=O)[O-])C=CC(=C1)F